CC(C)(C1=CC=CC=C1)C1=CC=C(C=C1)C1CCCN2C1=NS(CC2)(=O)=O 9-[4-(1-methyl-1-phenylethyl)phenyl]-3,4,6,7,8,9-hexahydropyrido[2,1-c][1,2,4]thiadiazine 2,2-dioxide